C(C)(=O)C=1C2=CC=CC=C2C=C2C=CC=CC12 9-acetyl-anthracene